[Fe].[B].[Si].[Cr].[Ni].[Fe] iron-nickel-chromium-silicon-boron iron